C(C)C(CN(CN1N=CN=C1)CC(CCCC)CC)CCCC N,N-bis(2-ethylhexyl)-1,2,4-triazol-1-ylmethanamine